3,3-difluoro-4-piperidinone hydrochloride Cl.FC1(CNCCC1=O)F